[N+](=O)([O-])C1=CC=C(C=N1)N1C[C@H](CCC1)NC(OC(C)(C)C)=O tert-butyl N-[(3S)-1-(6-nitro-pyridin-3-yl)piperidin-3-yl]carbamate